2-(((2R,3S)-3-methylhex-5-en-2-yl)thio)pyrimidine C[C@H]([C@@H](C)SC1=NC=CC=N1)CC=C